ethyl 8-(2'-oxo-1',2'-dihydrospiro[cyclohexane-1,3'-indol]-4-yl)-2,8-diazaspiro[4.5]decane-2-carboxylate O=C1NC2=CC=CC=C2C12CCC(CC2)N2CCC1(CCN(C1)C(=O)OCC)CC2